ONC(=O)C=1C=CC=C2CC(NC12)C1=CC=C(C=C1)C(F)(F)F N-hydroxy-2-(4-(trifluoromethyl)phenyl)indoline-7-carboxamide